ClC1=C(C=C2C=C(N=CC2=C1)NC(=O)[C@H]1[C@@H](C1)C=1C=NN(C1C(F)(F)F)C)N1CC[NH+](CC1)[C@]1(COCC1)C (1R,2R)-N-[7-chloro-6-[4-((R)-3-methyltetrahydrofuran-3-yl)piperazin-4-ium-1-yl]-3-isoquinolinyl]-2-[1-methyl-5-(trifluoromethyl)pyrazol-4-yl]cyclopropanecarboxamide